COC1=NC=C(C=C1C(=O)N)NC(C(N1[C@@H](CCCC1)C1=CC=CC=C1)=O)=O methoxy-5-[[2-oxo-2-[(2S)-2-phenyl-1-piperidyl]acetyl]amino]pyridine-3-carboxamide